[Si](C)(C)(C(C)(C)C)OC1=CC2=C(N=C(S2)C2=C3N=CC(=NC3=CC(=C2)C)OC(F)F)C=C1 6-((tert-butyldimethylsilyl)oxy)-2-(2-(difluoromethoxy)-7-methylquinoxalin-5-yl)benzo[d]thiazole